(2S,4R)-1-(tert-butyloxycarbonyl)-4-(tert-butyldimethylsilyloxy)-2-methylpyrrolidine-2-carboxylic acid C(C)(C)(C)OC(=O)N1[C@@](C[C@H](C1)O[Si](C)(C)C(C)(C)C)(C(=O)O)C